C(C1=CC=CC=C1)NC1=NC=CC(=N1)C1=CNC2=NC=CC(=C21)OC2=CC=C1CCNCC1=C2 N-Benzyl-4-(4-((1,2,3,4-tetrahydroisochinolin-7-yl)oxy)-1H-pyrrolo[2,3-b]pyridin-3-yl)pyrimidin-2-amin